tert-Butyl 2-[8-[1-(2-tert-butoxycarbonylanilino)-ethyl]-6-fluoro-4-oxo-chromen-2-yl]indole-1-carboxylate C(C)(C)(C)OC(=O)C1=C(NC(C)C=2C=C(C=C3C(C=C(OC23)C=2N(C3=CC=CC=C3C2)C(=O)OC(C)(C)C)=O)F)C=CC=C1